4,4'-(3-isopropyl-1H-indole-2,5-diyl)bis(1H-pyrazolo[3,4-b]pyridine) C(C)(C)C1=C(NC2=CC=C(C=C12)C1=C2C(=NC=C1)NN=C2)C2=C1C(=NC=C2)NN=C1